2-ethyl-4H,5H,6H-cyclopenta[b]thiophene-3-carboxylic acid C(C)C1=C(C2=C(S1)CCC2)C(=O)O